spiro[cyclopropane-1,4'-isoquinoline]-2'(3'h)-carboxylic acid tert-butyl ester C(C)(C)(C)OC(=O)N1CC2=CC=CC=C2C2(C1)CC2